O6-(2-nitro-5-methoxybenzyl)guanosine [N+](=O)([O-])C1=C(COC=2C=3N=CN([C@H]4[C@H](O)[C@H](O)[C@@H](CO)O4)C3N=C(N2)N)C=C(C=C1)OC